CP(=O)(C)C1=CC=C(C(=N1)C#N)NCC#CC1=C(C2=C(S1)C(=CC=C2)N[C@H]2[C@H](CN(CC2)C)F)CC(F)(F)F 6-(dimethylphosphoryl)-3-((3-(7-(((3S,4R)-3-fluoro-1-methylpiperidin-4-yl)amino)-3-(2,2,2-trifluoroethyl)benzo[b]thiophen-2-yl)prop-2-yn-1-yl)amino)picolinonitrile